BrC1=C(C(=CC=C1)F)C(CC1=CC=CC=C1)O 1-(2-bromo-6-fluorophenyl)-2-phenylethanol